FC(C=1C(=C(C=CC1)[C@@H](C)NC1=NC(=NC2=CC(=C(C=C12)OC)N1CCN(CC1)C)C)F)F (R)-N-(1-(3-(difluoromethyl)-2-fluorophenyl)ethyl)-6-methoxy-2-methyl-7-(4-methylpiperazin-1-yl)quinazolin-4-amine